N=1S(C=C2C1C=CC=C2)(=O)=O benzo[c][1,2]thiazole-2,2-dione